[(2R,6S)-2',6'-dimethyl-2-(trifluoromethyl)spiro[4,5-dihydrothieno[2,3-c]pyran-7,4'-piperidine]-3-yl]methanol CC1NC(CC2(C1)OCCC1=C2SC(=C1CO)C(F)(F)F)C